11-benzhydryl-4-hydroxy-7-methyl-7,8,9,10,10a,11-hexahydropyrido[1',2':4,5]pyrazino[1,2-b]pyridazine C(C1=CC=CC=C1)(C1=CC=CC=C1)C1C2N(C=C3N1N=CC=C3O)C(CCC2)C